OCC(CO)(C(C)O)CO 2,2-Bis(hydroxymethyl)-1,3-butandiol